tert-butyl N-[[1-(2,6-dioxo-3-piperidyl)-2-oxo-benzo[cJ]indol-5-yl]methyl]carbamate O=C1NC(CCC1N1C(C2=C3C(C=CC=C13)=C(C=C2)CNC(OC(C)(C)C)=O)=O)=O